2-((2S,3S)-3-aminotetrahydro-2H-pyran-2-yl)-5-chloro-N-(2-fluorobenzyl)-3-methylthieno[3,2-b]pyridin-7-amine N[C@@H]1[C@H](OCCC1)C1=C(C2=NC(=CC(=C2S1)NCC1=C(C=CC=C1)F)Cl)C